(Z)-1-(thiophen-3-yl)ethan-1-one oxime S1C=C(C=C1)\C(\C)=N/O